2-(difluoromethoxy)-4-(4-ethylpiperazin-1-yl)aniline (9H-Fluoren-9-yl)methyl-(S)-(1-((4-(hydroxymethyl)-3-nitrophenyl)amino)-1-oxo-5-ureidopentan-2-yl)carbamate C1=CC=CC=2C3=CC=CC=C3C(C12)CN(C(O)=O)[C@H](C(=O)NC1=CC(=C(C=C1)CO)[N+](=O)[O-])CCCNC(=O)N.FC(OC1=C(N)C=CC(=C1)N1CCN(CC1)CC)F